ethyl-3-(5-methoxy-1H-pyrrolo[2,3-b]pyridin-2-yl)-2,2-dimethylpropanoate C(C)OC(C(CC1=CC=2C(=NC=C(C2)OC)N1)(C)C)=O